1-{6-[4-(2-hydroxyethoxy)piperidin-1-yl]naphthalen-1-yl}-1,3-diazinane-2,4-dione OCCOC1CCN(CC1)C=1C=C2C=CC=C(C2=CC1)N1C(NC(CC1)=O)=O